CC1C(C2=C(N(C=3C=CC=CC23)C(=O)OC(C)(C)C)C1C)=O tert-butyl 2,3-dimethyl-1-oxo-2,3-dihydro-cyclopenta[b]indole-4(1H)-carboxylate